2-(3-(1-([1,1'-biphenyl]-3-carbonyl)piperidin-3-yl)phenoxy)-2-methylpropanoic acid C1(=CC(=CC=C1)C(=O)N1CC(CCC1)C=1C=C(OC(C(=O)O)(C)C)C=CC1)C1=CC=CC=C1